methyl-cyclohex-ane CC1CCCCC1